(5-chloro-2-(2,5-dihydrofuran-2-yl)phenyl)methanol ClC=1C=CC(=C(C1)CO)C1OCC=C1